C1(CC1)COC1=CC=C(C=N1)C1=CC(=CN=N1)C(=O)NCC=1C(=NC=CC1)N1CCOCC1 6-[6-(cyclopropylmethoxy)-3-pyridyl]-N-[(2-morpholino-3-pyridyl)methyl]pyridazine-4-carboxamide